3-fluoro-3-(4-iodobutyl)pyrrolidine-1-carboxylic acid tert-butyl ester C(C)(C)(C)OC(=O)N1CC(CC1)(CCCCI)F